4-(2-aminoethyl)-N-(3,5-bis(trifluoromethyl)phenyl)-2,6-dimethylbenzene-sulfonamide NCCC1=CC(=C(C(=C1)C)S(=O)(=O)NC1=CC(=CC(=C1)C(F)(F)F)C(F)(F)F)C